[2-chloro-3-(trifluoromethyl)phenyl]-[(1S,8R)-5-(5-fluoropyrimidin-2-yl)-3,4,6,12-tetrazatricyclo[6.3.1.02,6]dodeca-2,4-dien-12-yl]methanone ClC1=C(C=CC=C1C(F)(F)F)C(=O)N1[C@@H]2C3=NN=C(N3C[C@H]1CCC2)C2=NC=C(C=N2)F